2-(4-(4-(tert-butyl)cyclohexyl)phenyl)-4,4,5,5-tetramethyl-1,3,2-dioxaborolane C(C)(C)(C)C1CCC(CC1)C1=CC=C(C=C1)B1OC(C(O1)(C)C)(C)C